NC1=CC(=C(N=N1)CC1(C(NCC(C1)(F)F)=O)C(=O)OC)C methyl 3-((6-amino-4-methylpyridazin-3-yl)methyl)-5,5-difluoro-2-oxopiperidine-3-carboxylate